methyl (E)-3-methoxy-2-(3-prop-2-ynoxyiminotetralin-5-yl)prop-2-enoate CO/C=C(/C(=O)OC)\C1=C2CC(CCC2=CC=C1)=NOCC#C